C(CCC(=O)OC1=CC=CC=C1)(=O)OCCCCCCCCCCCC.[Na] sodium dodecyl phenyl succinate